2-(6-fluoro-3-methyl-1H-indazol-1-yl)-N-(3-(2-hydroxypropan-2-yl)bicyclo[1.1.1]pentan-1-yl)pyrimidine-5-carboxamide ethyl-2-(8-nitroquinolin-7-yl)acetate C(C)OC(CC1=CC=C2C=CC=NC2=C1[N+](=O)[O-])=O.FC1=CC=C2C(=NN(C2=C1)C1=NC=C(C=N1)C(=O)NC12CC(C1)(C2)C(C)(C)O)C